9-butyl-1,3,6,8-tetra(pyridine-2-yl)-9H-carbazole C(CCC)N1C2=C(C=C(C=C2C=2C=C(C=C(C12)C1=NC=CC=C1)C1=NC=CC=C1)C1=NC=CC=C1)C1=NC=CC=C1